C1(=CC=CC=C1)S(=O)(=O)N (S)- and (R)-phenyl-sulfonyl-amine